3-(5-Ethyl-1,3-thiazol-2-yl)-5-[(2R)-morpholin-2-ylmethoxy]-N-{(1R)-1-[2-(trifluoromethyl)pyrimidin-5-yl]ethyl}benzamide C(C)C1=CN=C(S1)C=1C=C(C(=O)N[C@H](C)C=2C=NC(=NC2)C(F)(F)F)C=C(C1)OC[C@H]1CNCCO1